1-(4-((6-aminopyridin-3-yl)oxy)phenyl)-3-(4-methylphenyl)urea NC1=CC=C(C=N1)OC1=CC=C(C=C1)NC(=O)NC1=CC=C(C=C1)C